1-(4-(azepan-1-yl)-8-fluoro-2-((tetrahydro-1H-pyrrolizin-7a(5H)-yl)methoxy)-quinazolin-7-yl)-1,2,3,4-tetrahydroquinolin-3-ol N1(CCCCCC1)C1=NC(=NC2=C(C(=CC=C12)N1CC(CC2=CC=CC=C12)O)F)OCC12CCCN2CCC1